chloro-2,3-dimethylpyrazine ClC=1N=C(C(=NC1)C)C